OC(COC1=CC=C2C(=C(C(OC2=C1)=O)CC1=CC=C(C=C1)OC(F)(F)F)C)CNCCC1=CC=CC=C1 7-(2-hydroxy-3-(phenethylamino)propoxy)-4-methyl-3-(4-(trifluoromethoxy)benzyl)-2H-chromen-2-one